CN(CC1=NC(=NO1)C1=CC=C(C=C1)C1=CSC=C1)C N,N-Dimethyl-1-(3-(4-(3-thienyl)phenyl)-1,2,4-oxadiazol-5-yl)methanamine